NC=CCC=1C(NC(NC1)=O)=O 5-3-aminoallyluracil